4-chloro-N-((4R,5S,7R,8R,9S,10R)-8,10-dihydroxy-7-(hydroxymethyl)-9-(4-(3,4,5-trifluorophenyl)-1H-1,2,3-triazol-1-yl)-1,6-dioxaspiro[4.5]dec-4-yl)-1-naphthacenecarboxamide ClC1=CC=C(C2=CC3=CC4=CC=CC=C4C=C3C=C12)C(=O)N[C@@H]1CCO[C@]12O[C@@H]([C@@H]([C@@H]([C@H]2O)N2N=NC(=C2)C2=CC(=C(C(=C2)F)F)F)O)CO